1-Ethyl-N-isopropyl-5-oxo-N-(4-((4-(4-(trifluoromethyl)piperidin-1-yl)phenyl)amino)benzyl)pyrrolidine-3-carboxamide C(C)N1CC(CC1=O)C(=O)N(CC1=CC=C(C=C1)NC1=CC=C(C=C1)N1CCC(CC1)C(F)(F)F)C(C)C